N,N-diethylaminoethanol hydrochloride Cl.C(C)N(CC)C(C)O